Tetracosylamin C(CCCCCCCCCCCCCCCCCCCCCCC)N